((((((1R,2S,5R)-2-carbamoyl-7-oxo-1,6-diazabicyclo[3.2.1]oct-6-yl) oxy) sulfonyl) oxy) methyl) cyclopropanecarboxylate C1(CC1)C(=O)OCOS(=O)(=O)ON1[C@@H]2CC[C@H](N(C1=O)C2)C(N)=O